6-morpholinopyridine-3,4-diamine O1CCN(CC1)C1=CC(=C(C=N1)N)N